COC=1C(=C(C(=CC1)C)C1=CC2=C(N=C(N=C2)NC)N2C1=NN=C2)C 6-(3-methoxy-2,6-dimethylphenyl)-N-methyl-[1,2,4]triazolo[4',3':1,6]pyrido[2,3-d]pyrimidin-2-amine